2-[4-(4-Benzo[d]isothiazol-3-yl-piperazin-1-yl)-butyl]-6-fluoro-tetrahydro-pyrrolo[1,2-c]pyrimidine-1,3-dione oxalate C(C(=O)O)(=O)O.S1N=C(C2=C1C=CC=C2)N2CCN(CC2)CCCCN2C(N1C(CC2=O)CC(C1)F)=O